7-methoxy-4-(1-methyl-3-phenyl-1H-pyrazol-4-yl)quinazolin-6-yl (S)-2-methylpiperazine-1-carboxylate trifluoroacetate FC(C(=O)O)(F)F.C[C@@H]1N(CCNC1)C(=O)OC=1C=C2C(=NC=NC2=CC1OC)C=1C(=NN(C1)C)C1=CC=CC=C1